[N+](=O)([O-])C1=C(C(=C(C(=C1C)[N+](=O)[O-])C(C)(C)C)[N+](=O)[O-])C 2,4,6-trinitro-1,3-dimethyl-5-tert-butyl-benzene